ClC1=C2C=NNC2=CC=C1NC1=NOC(=N1)C1=CC(=C(OCC(=O)O)C=C1)OC 2-[4-[3-[(4-chloro-1H-indazol-5-yl)amino]-1,2,4-oxadiazol-5-yl]-2-methoxy-phenoxy]acetic acid